N-(1-((3-(4,4-Difluoropiperidin-1-yl)-5-methylphenyl)amino)-8-(6-azaspiro[2.5]octan-6-yl)phthalazin-6-yl)-2-hydroxy-ethane-1-sulfonamide FC1(CCN(CC1)C=1C=C(C=C(C1)C)NC1=NN=CC2=CC(=CC(=C12)N1CCC2(CC2)CC1)NS(=O)(=O)CCO)F